ClC(CN(C)C)C 2-chloro-N,N-dimethyl-1-propylamine